1-(3-chloro-5-fluoropyridin-2-yl)-N-(5-chloro-6-(2H-1,2,3-triazol-2-yl)pyridin-3-yl)-5-(trisFluoromethyl)-1H-pyrazole-4-carboxamide ClC=1C(=NC=C(C1)F)N1N=CC(=C1C(F)(F)F)C(=O)NC=1C=NC(=C(C1)Cl)N1N=CC=N1